C1=CC=CC=2C3=CC=CC=C3C(C12)COC(=O)N[C@@H](C(=O)N[C@@H](C(=O)O)CC(C)C)CC1=CC=CC=C1 (2R)-2-[(2R)-2-{[(9H-Fluoren-9-ylmethoxy)carbonyl]amino}-3-phenylpropionylamino]-4-methylpentanoic acid